isobutyl 4-[(3R)-3-hydroxy-3-(5-methylisoxazol-3-yl)but-1-ynyl]-2,6-dimethyl-7-oxo-1H-pyrrolo[2,3-c]pyridine-3-carboxylate O[C@@](C#CC=1C2=C(C(N(C1)C)=O)NC(=C2C(=O)OCC(C)C)C)(C)C2=NOC(=C2)C